Cl.FC1=C(C=CC(=C1C1=CC2=C(N=C(N=C2)NCC2CCNCC2)N(C1=O)C)F)NS(=O)(=O)N1C[C@@H](CC1)F (3R)-N-[2,4-difluoro-3-[8-methyl-7-oxo-2-(piperidin-4-ylmethylamino)pyrido[2,3-d]pyrimidin-6-yl]phenyl]-3-fluoropyrrolidine-1-sulfonamide hydrochloride